CN(C=1SC2=C(N1)COC=1C=C(C=CC12)C=1C=NN(C1)C)C1CC(NC(C1)(C)C)(C)C N-Methyl-7-(1-methyl-1H-pyrazol-4-yl)-N-(2,2,6,6-tetramethylpiperidin-4-yl)-4H-chromeno[3,4-d]thiazol-2-amine